sodium octanoylalaninate C(CCCCCCC)(=O)N[C@@H](C)C(=O)[O-].[Na+]